O=C1NC(CCC1N1C(C2=CC=C(C=C2C1)C(=O)N[C@@H](C(C)C)C1=CC=CC=C1)=O)=O 2-(2,6-dioxopiperidin-3-yl)-N-((S)-2-methyl-1-phenylpropyl)-1-oxoisoindoline-5-carboxamide